NC1=C(C=C(C=C1)C=1SC(=CC1)F)NC(C1=CC=C(C=C1)S1(NCCC1)=O)=O N-[2-amino-5-(5-fluoro-2-thienyl)phenyl]-4-(1-oxo-4,5-dihydro-3H-isothiazol-1-yl)benzamide